3-((4-(4-(2-Aminoethyl)piperazin-1-yl)phenyl)amino)piperidine-2,6-dione NCCN1CCN(CC1)C1=CC=C(C=C1)NC1C(NC(CC1)=O)=O